COC1CCC(CC1)C=1C(=NC(=NC1C1=CC=NC=C1)S(=O)C)C(=O)N ((1r,4r)-4-methoxycyclohexyl)-2-(methylsulfinyl)-6-(pyridin-4-yl)pyrimidine-4-carboxamide